((4-chlorobenzyl)(neopentyl)amino)pyrimidine-4-carbonitrile ClC1=CC=C(CN(CC(C)(C)C)C2=NC=CC(=N2)C#N)C=C1